O=C1N=CC2=C1C=NC2=O 1,4-diketo-pyrrolo[3,4-c]pyrrole